acryloyl-oxydodecane-1,1-dicarboxylic acid C(C=C)(=O)OC(CCCCCCCCCCC)(C(=O)O)C(=O)O